2-chloro-N-(6-(8-ethyl-2-fluoroquinazolin-6-yl)-5-methoxypyridazin-3-yl)benzenesulfonamide ClC1=C(C=CC=C1)S(=O)(=O)NC=1N=NC(=C(C1)OC)C=1C=C2C=NC(=NC2=C(C1)CC)F